C1OCC12CN(C2)[C@@H](CO)C (R)-2-(2-oxa-6-azaspiro[3.3]heptan-6-yl)propan-1-ol